C1(CC1)C1=NC=NC(=C1C1=NC=C(C(=N1)CC1=C(C=C(C=C1)C=1N(C=C(N1)C(F)(F)F)C)C(F)(F)F)OC)OC 4'-cyclopropyl-5,6'-dimethoxy-4-(4-(1-methyl-4-(trifluoromethyl)-1H-imidazol-2-yl)-2-(trifluoromethyl)benzyl)-2,5'-bipyrimidine